BrC=1C=C2C=CN(C(C2=CC1OC)=O)C 6-bromo-7-methoxy-2-methylisoquinolin-1-one